2'-(2-chloropyrimidin-4-yl)-5',6'-dihydrospiro[piperidine-3,7'-pyrrolo[3,2-c]pyridin]-4'(1'H)-one ClC1=NC=CC(=N1)C1=CC=2C(NCC3(C2N1)CNCCC3)=O